C(C)(C)(C)OC(=O)N1CN(C=C1)CCO 3-(2-hydroxyethyl)-1H-imidazole-1-carboxylic acid tert-butyl ester